ClC=1C(=C2C=NN(C2=CC1C)C)B1OC(C(O1)(C)C)(C)C 5-Chloro-1,6-dimethyl-4-(4,4,5,5-tetramethyl-1,3,2-dioxaborolan-2-yl)-1H-indazole